C(C)C=1N=C(C2=C(N1)SC(=C2)C)NCCCC2=CC=C(C=C2)OC2=CC=CC=C2 2-ethyl-6-methyl-N-(3-(4-phenoxyphenyl)propyl)thieno[2,3-d]pyrimidin-4-amine